N(=C=O)CCCN(C)C (3-isocyanatopropyl)dimethylamine